bismuth oxoacetate O=CC(=O)[O-].[Bi+3].O=CC(=O)[O-].O=CC(=O)[O-]